[Co+2].C(C=C)(=O)[O-].C(C=C)(=O)[O-] acrylic acid cobalt salt